(3S,4S)-1-cyclopropylmethyl-4-{[5-(2,4-difluoro-phenyl)-isoxazole-3-carbonyl]-amino}-piperidine-3-carboxylic acid [(1R)-1-(2H-pyrazol-3-yl)-ethyl]-amide N=1NC(=CC1)[C@@H](C)NC(=O)[C@H]1CN(CC[C@@H]1NC(=O)C1=NOC(=C1)C1=C(C=C(C=C1)F)F)CC1CC1